BrC1=CC=CC2=C1C1=C(O2)C=CC(=C1)C=1C=CC=2N(C3=CC=CC=C3C2C1)C1=CC=CC=C1 3-(9-bromo-dibenzofuran-2-yl)-9-phenyl-9H-carbazole